C(#N)C1=CNC2=C(C=CC(=C12)C)NS(=O)(=O)C=1C=NN(C1)C1CC(C1)(F)F N-(3-Cyano-4-methyl-1H-indol-7-yl)-1-(3,3-difluorocyclobutyl)pyrazol-4-sulfonamid